tert-butyl (R)-6-(6-((5-fluoro-4-(4-methyl-5,6,7,8-tetrahydro-4H-pyrazolo[1,5-a]azepin-3-yl)pyrimidin-2-yl)amino)pyridin-3-yl)-2,6-diazaspiro[3.3]heptane-2-carboxylate FC=1C(=NC(=NC1)NC1=CC=C(C=N1)N1CC2(CN(C2)C(=O)OC(C)(C)C)C1)C=1C=NN2C1[C@@H](CCCC2)C